9-(4-amino-3-hydroxyphenyl)-3,9-diazaspiro[5.5]undecane-3-carboxylic acid tert-butyl ester C(C)(C)(C)OC(=O)N1CCC2(CC1)CCN(CC2)C2=CC(=C(C=C2)N)O